N-[3-(2-chloro-5-fluorophenyl)-7-hydroxy-1-oxo-6-{[(tridecylmethyl)amino]methyl}-2,3-dihydro-1H-isoindol-4-yl]-5-fluoro-3-(trifluoromethyl)benzamide ClC1=C(C=C(C=C1)F)C1NC(C2=C(C(=CC(=C12)NC(C1=CC(=CC(=C1)F)C(F)(F)F)=O)CNCCCCCCCCCCCCCC)O)=O